1-[5-tert-butyl-2-p-tolyl-2H-pyrazol-3-yl]-3-[4-(pyridin-4-yl-methylamino)naphthalen-1-yl]-urea C(C)(C)(C)C=1C=C(N(N1)C1=CC=C(C=C1)C)NC(=O)NC1=CC=C(C2=CC=CC=C12)N(C)C1=CC=NC=C1